4-(1-cyclopropyl-1H-pyrazol-5-yl)-2-[(3R)-3-methylmorpholin-4-yl]-8-[1-(tetrahydro-2H-pyran-2-yl)-1H-pyrazol-5-yl]-1,7-naphthyridine C1(CC1)N1N=CC=C1C1=CC(=NC2=C(N=CC=C12)C1=CC=NN1C1OCCCC1)N1[C@@H](COCC1)C